BrC1=C2C(=CC=C1)N(C(C21CCN(CC1)C(=O)C1=CC=C2C(=N1)C=NN2)=O)CC(=O)N2C1COCC2CC1 4-bromo-1-[2-(3-oxa-8-azabicyclo[3.2.1]oct-8-yl)-2-oxoethyl]-1'-(1H-pyrazolo[4,3-b]pyridine-5-carbonyl)spiro[indole-3,4'-piperidin]-2-one